(R)-5-(1-(3,5-dichloropyridin-4-yl)ethoxy)-N-(1-(4-hydroxycyclohexyl)-1H-pyrazol-4-yl)-1H-indazole-3-carboxamide ClC=1C=NC=C(C1[C@@H](C)OC=1C=C2C(=NNC2=CC1)C(=O)NC=1C=NN(C1)C1CCC(CC1)O)Cl